1-(4-(7-(6-amino-3-(trifluoromethyl)pyridin-2-yl)-6-chloro-2-((1-methylpyrrolidin-2-yl)methoxy)quinazolin-4-yl)piperazin-1-yl)prop-2-en-1-one NC1=CC=C(C(=N1)C1=C(C=C2C(=NC(=NC2=C1)OCC1N(CCC1)C)N1CCN(CC1)C(C=C)=O)Cl)C(F)(F)F